C(C)(C)N1N=CC(=C1)C1=CC=C(C=C1)NC1=NC=CC(=N1)NC1=NC(=NC=C1)C1=NC(=CC=C1)C N2-[4-(1-isopropylpyrazol-4-yl)phenyl]-N4-[2-(6-methyl-2-pyridyl)pyrimidin-4-yl]pyrimidine-2,4-diamine